1-(2-heptadec-16-ynoxyethoxymethyl)-4-methoxy-benzene C(CCCCCCCCCCCCCCC#C)OCCOCC1=CC=C(C=C1)OC